1,3-Di-tert-butylimidazolium tetrafluoroborate F[B-](F)(F)F.C(C)(C)(C)N1C=[N+](C=C1)C(C)(C)C